(5R,5aS,8aR,9R)-2,2-difluoro-9-hydroxy-5-(3,4,5-trimethoxyphenyl)-5,8,8a,9-tetrahydrofuro[3',4':6,7]naphtho[2,3-d][1,3]dioxol-6(5aH)-one FC1(OC2=C(O1)C=C1[C@@H]([C@@H]3[C@H]([C@@H](C1=C2)C2=CC(=C(C(=C2)OC)OC)OC)C(OC3)=O)O)F